C(=C)C=1C=C(C(=C2C=CC=CC12)C(=O)O)C(=O)O 4-vinylnaphthalene-1,2-dicarboxylic acid